1-(1-(4-fluorophenyl)ethyl)-3,4-dihydro-1H-benzo[b]azepine-2,5-dione FC1=CC=C(C=C1)C(C)N1C2=C(C(CCC1=O)=O)C=CC=C2